C(=O)O.NC1=NN=C(C2=CC(=CC=C12)C=1C=C(C=C(C1)P(=O)(C)C)B(O)O)C [3-(1-amino-4-methylphthalazin-6-yl)-5-dimethylphosphorylphenyl]boronic acid formate